(methyl) carbamate C(N)(OC)=O